CC=1C=C2N=CC(=NC2=CC1C)C1=CC=CC=C1 6,7-dimethyl-2-phenylquinoxaline